C1(CC1)NC(C1=C(C=C(C(=C1)C=1C=NC(=C(C1)C1=NN(C=C1)C)NC1(CC1)CO)C)F)=O N-cyclopropyl-2-fluoro-5-(6-((1-(hydroxymethyl)cyclopropyl)amino)-5-(1-methyl-1H-pyrazol-3-yl)pyridin-3-yl)-4-methylbenzamide